FC1=C(C=CC=C1)[C@@H](CC1=CC(CC(C1)(C)C)=O)[C@H](C1=CC=CC=C1)[N+](=O)[O-] 3-((2R,3R)-2-(2-fluorophenyl)-3-nitro-3-phenylpropyl)-5,5-dimethylcyclohex-2-en-1-one